COC1=CC=2N(C=C1)N=CC2C2CCN(CC2)C(=O)OC(C)(C)C tert-butyl 4-(5-methoxypyrazolo[1,5-a]pyridin-3-yl)piperidine-1-carboxylate